N[C@@H](CCCCN)C(=[Se])O Selenolysine